N[C@H]1CN(CCC1)CC1=CC(=NC=C1)C(=O)NC1=CC=C(C=C1)C1=CC2=C(N=CN=C2N2CCS(CC2)(=O)=O)N1 (R)-4-((3-aminopiperidin-1-yl)methyl)-N-(4-(4-(1,1-dioxidothiomorpholino)-7H-pyrrolo[2,3-d]pyrimidin-6-yl)phenyl)picolinamide